sulfanilic acid, sulfanylamide SNS(=O)(C1=CC=C(C=C1)N)=O